C[C@]1(C(NC(N1)=O)=O)C1=CC=C(C=C1)C(=O)N1CCC(CC1)C=1SC2=C(N1)C=CC(=C2)C (R)-5-methyl-5-{4-[4-(6-methylbenzothiazol-2-yl)piperidine-1-carbonyl]phenyl}imidazolidine-2,4-dione